methyl (S)-2-amino-4-(N-(4-(5,6,7,8-tetrahydro-1,8-naphthyridin-2-yl)butyl)methylsulfonamido)butanoate N[C@H](C(=O)OC)CCN(S(=O)(=O)C)CCCCC1=NC=2NCCCC2C=C1